O=C1NC(CCC1N1C(C2=CC=C(C=C2C1=O)N1CCC(CC1)CC1=CC=C(C=C1)CC1CCNCC1)=O)=O 2-(2,6-dioxo-3-piperidinyl)-5-[4-[[4-(4-piperidinylmethyl)phenyl]methyl]-1-piperidinyl]isoindoline-1,3-dione